3,3'-diamino-4,4'-difluorodiphenylsulfone C1=CC(=C(C=C1S(=O)(=O)C2=CC(=C(C=C2)F)N)N)F